O(CC)C(C(=O)N)CCCCCCCCCC ethoxyl-lauramide